FC1(CC(C1)(O)C=1SC2=C(C1)C=CC(=C2)C2=CC=1C(N=C2)=NN(C1)C)F 3,3-difluoro-1-(6-(2-methyl-2H-pyrazolo[3,4-b]pyridin-5-yl)-1-benzothiophen-2-yl)cyclobutanol